BrC=1C=C(C=C(C1)Br)C(CC#N)N1N=CC(=C1)C=1C2=C(N=CN1)NC=C2 3-(3,5-dibromophenyl)-3-[4-(7H-pyrrolo[2,3-d]pyrimidin-4-yl)-1H-pyrazol-1-yl]propanenitrile